CC1CCNCC1 (4-methyl)piperidin